COC1=CC=C(C=C1)S(=O)(=N[Si](C)(C)C)C (4-methoxyphenyl)(methyl)((trimethylsilyl)imino)-λ6-sulfanone